4-bromo-1-[2-[(2S)-4,4-difluoro-2-(fluoromethyl)pyrrolidin-1-yl]-2-oxoethyl]-1'-(1H-indazole-5-carbonyl)spiro[indole-3,4'-piperidin]-2-one BrC1=C2C(=CC=C1)N(C(C21CCN(CC1)C(=O)C=1C=C2C=NNC2=CC1)=O)CC(=O)N1[C@@H](CC(C1)(F)F)CF